N-[3-chloro-4-(1-methylpyrazol-3-yl)oxy-phenyl]-6-(3-piperidyl)quinazolin-4-amine ClC=1C=C(C=CC1OC1=NN(C=C1)C)NC1=NC=NC2=CC=C(C=C12)C1CNCCC1